OC(C(=O)C1=CC=C(C=C1)CC1=CC=C(C=C1)C(C(C)(C)O)=O)(C)CC 2-hydroxy-1-{4-[4-(2-hydroxy-2-methyl-propionyl)-benzyl]phenyl}-2-ethyl-propan-1-one